(R)-1-(1-(3-bromo-5-fluorophenyl)ethyl)-4-(3-(1-methyl-1H-pyrazol-4-yl)-1H-indazol-5-yl)pyridin-2(1H)-one BrC=1C=C(C=C(C1)F)[C@@H](C)N1C(C=C(C=C1)C=1C=C2C(=NNC2=CC1)C=1C=NN(C1)C)=O